C1(CC1)C=1C=NC(=NC1)C1CN(C1)[C@@H]1[C@H](CCCC1)OC=1C=C2CN(C(C2=CC1)=O)C1C(NC(CC1)=O)=O 3-(5-(((1S,2S)-2-(3-(5-cyclopropylpyrimidin-2-yl)azetidin-1-yl)cyclohexyl)oxy)-1-oxo-isoindolin-2-yl)piperidine-2,6-dione